C(#N)C=1C(=CC=2N(N1)C=CN2)C2=CC=C(C=C2)N2CCN(CC2)C(=O)OC(C)(C)C tert-Butyl 4-(4-(6-cyanoimidazo[1,2-b]pyridazin-7-yl)phenyl)piperazine-1-carboxylate